C(CCC)OC1=C(C=NC2=CC(=CC=C12)C(=O)N)C(C(F)(F)F)O 4-butoxy-3-(2,2,2-trifluoro-1-hydroxyethyl)quinoline-7-carboxamide